(4-(7-methylpyrazolo[1,5-a]pyridin-2-yl)-6,7-dihydro-1H-imidazo[4,5-c]pyridin-5(4H)-yl)methanone CC1=CC=CC=2N1N=C(C2)C2N(CCC1=C2N=CN1)C=O